7-bromo-1-chloro-3-(pyridin-3-ylmethyl)-5H-pyrido[4,3-b]indole BrC=1C=CC=2C3=C(NC2C1)C=C(N=C3Cl)CC=3C=NC=CC3